(R)-N'-(8-fluoro-1,2,3,5,6,7-hexahydro-s-indacen-4-ylcarbamoyl)-2-(2-hydroxypropan-2-yl)thiazole-5-sulfonimidamide FC=1C=2CCCC2C(=C2CCCC12)NC(=O)N=[S@](=O)(N)C1=CN=C(S1)C(C)(C)O